BrC=1C=C(C=C(C1O)Br)C(=O)C1=C(N(C2=CN=CC=C21)C)C(C)C (3,5-dibromo-4-hydroxyphenyl)(2-isopropyl-1-methyl-1H-pyrrolo[2,3-c]pyridin-3-yl)methanone